1,4-Bis(4-aminophenoxy)benzene NC1=CC=C(OC2=CC=C(C=C2)OC2=CC=C(C=C2)N)C=C1